C(#C)C1=CC=C(C=C1)[C@H](C(C)(C)O)NC(=O)[C@H]1N(C[C@@H](C1)O)C([C@H](C(C)(C)C)NC(CCCCCCC(=O)O)=O)=O 8-(((S)-1-((2S,4R)-2-(((R)-1-(4-ethynylphenyl)-2-hydroxy-2-methylpropyl)carbamoyl)-4-hydroxypyrrolidin-1-yl)-3,3-dimethyl-1-oxobutan-2-yl)amino)-8-oxooctanoic acid